(Z)-3-[N-(4-methoxybenzyl)amino]-4-(2,4,5-trifluorophenyl)-2-butenoic acid methyl ester COC(\C=C(\CC1=C(C=C(C(=C1)F)F)F)/NCC1=CC=C(C=C1)OC)=O